[N+](=O)([O-])C1=CC=C(C(=O)O[C@@H]2COCC2)C=C1 (S)-tetrahydrofuran-3-yl 4-nitrobenzoate